1,5,7-tripropylheptyloxytrimethyl-ammonium C(CC)C(CCCC(CCCCC)CCC)O[N+](C)(C)C